3-(4-fluorophenyl)-1-(3-morpholinopropyl)-2,4-dioxo-1,2,3,4-tetrahydropyrimidine-5-carboxamide FC1=CC=C(C=C1)N1C(N(C=C(C1=O)C(=O)N)CCCN1CCOCC1)=O